FC1=C(C=CC(=C1)F)C1=CC(=C(C=C1)OC1CN(CC1)C)NC1=NC=NC2=CC(=C(C=C12)OC1CCN(CC1)C(C=C)=O)OC 1-(4-((4-((2',4'-difluoro-4-((1-methylpyrrolidin-3-yl)oxy)-[1,1'-biphenyl]-3-yl)amino)-7-methoxyquinazolin-6-yl)oxy)piperidin-1-yl)prop-2-en-1-one